1,1,1,3,3,3-HEXAFLUORO-2-PROPANOL FC(C(C(F)(F)F)O)(F)F